2-[[2-chloro-4-[[5-fluoro-6-[1-methyl-4-(trifluoromethyl)imidazol-2-yl]-3-pyridyl]methoxy]pyrrolo[2,3-d]pyrimidin-7-yl]methoxy]ethyl-trimethyl-silane ClC=1N=C(C2=C(N1)N(C=C2)COCC[Si](C)(C)C)OCC=2C=NC(=C(C2)F)C=2N(C=C(N2)C(F)(F)F)C